tert-butyl 3-[1-[2-fluoro-4-(trifluoromethoxy)phenyl]-4-iodo-pyrazolo[3,4-b]pyridin-3-yl]azetidine-1-carboxylate FC1=C(C=CC(=C1)OC(F)(F)F)N1N=C(C=2C1=NC=CC2I)C2CN(C2)C(=O)OC(C)(C)C